5-amino-2-(1-cyclopropylethoxy)benzonitrile NC=1C=CC(=C(C#N)C1)OC(C)C1CC1